N-(3-((5-(4-acetamidophenyl)-2-((1-methyl-1H-pyrazol-4-yl)amino)pyrimidin-4-yl)amino)-4-fluorophenyl)acrylamide C(C)(=O)NC1=CC=C(C=C1)C=1C(=NC(=NC1)NC=1C=NN(C1)C)NC=1C=C(C=CC1F)NC(C=C)=O